isovaleryl-adenosine C(CC(C)C)(=O)[C@@]1([C@H](O)[C@H](O)[C@@H](CO)O1)N1C=NC=2C(N)=NC=NC12